(R)-2-((1-(2-(4,4-dimethylpiperidin-1-yl)-6-methyl-4-oxo-4H-chromen-8-yl)ethyl)amino)isophthalic acid CC1(CCN(CC1)C=1OC2=C(C=C(C=C2C(C1)=O)C)[C@@H](C)NC1=C(C(=O)O)C=CC=C1C(=O)O)C